ClC=1C=C(C=CC1)C1=NNC(=C1O)C 3-(3-Chlorophenyl)-5-methyl-pyrazol-4-ol